FC=1C=CC=C2C3=C(C=CC(C[C@]4(C[C@H](CC4)NS(=O)(=O)C)C4=NC=C(COC12)O4)=C3)F N-[(1'S,14R)-6,19-difluorospiro[8,21-dioxa-12-azatetracyclo[14.3.1.110,13.02,7]henicosa-1(19),2,4,6,10,12,16(20),17-octaene-14,3'-cyclopentane]-1'-yl]methanesulfonamide